Methyl (4-(2-((3S,8aS)-7-(3-Chloro-2-(difluoromethoxy)-6-fluorophenyl)-5-oxo-1,2,3,5,8,8a-hexahydroindolizin-3-yl)-1H-imidazol-5-yl)phenyl)carbamate ClC=1C(=C(C(=CC1)F)C1=CC(N2[C@@H](CC[C@H]2C1)C=1NC(=CN1)C1=CC=C(C=C1)NC(OC)=O)=O)OC(F)F